5-bromo-3-(trifluoromethyl)-2,3-dihydro-1-indenone BrC=1C=C2C(CC(C2=CC1)=O)C(F)(F)F